6-(2-ethoxy-3-pyridinyl)-3-isopropyl-1-methyl-N-[(2-methyloxazol-4-yl)methyl]pyrazolo[3,4-b]pyridin-4-amine C(C)OC1=NC=CC=C1C=1C=C(C2=C(N1)N(N=C2C(C)C)C)NCC=2N=C(OC2)C